N1=C(C=CC=C1)[C@@H](C)NC1=NN=C(C2=CC=CC=C12)C1=C(C=C(C=C1)C(F)(F)F)O (R)-2-(4-((1-(pyridin-2-yl)ethyl)amino)phthalazin-1-yl)-5-(trifluoromethyl)phenol